(aminomethyl)-5-cyclobutylimidazolidine-2,4-dione hydrochloride Cl.NCN1C(NC(C1C1CCC1)=O)=O